C(C)(C)(C)OC(N(C)[C@H](C(=O)N1C[C@]2(C[C@H]1C(N)=O)C(NC1=CC=C(C=C12)[2H])=O)CC(C)C)=O N-methyl-((S)-1-((3R,5'S)-5'-carbamoyl-2-oxospiro[indoline-3,3'-pyrrolidine]-1'-yl-5-d)-4-methyl-1-oxopentan-2-yl)carbamic acid tert-butyl ester